FC(C(=O)O)(F)F.ClC=1C(=NC(=NC1)NC1=CC=C(C=C1)C(F)(F)F)NC=1C=CC2=C(NC(O2)=O)C1 5-(5-chloro-2-(4-(trifluoromethyl)phenylamino)pyrimidin-4-ylamino)benzo[d]oxazol-2(3H)-one trifluoroacetate salt